N-(2-(3-chloro-1-((2-(trimethylsilyl)ethoxy)methyl)-1H-pyrazol-4-yl)pyrimidin-4-yl)-5-Isopropyl-8-((2R,3S)-2-methyl-3-((methylsulfonyl)methyl)azetidin-1-yl)isoquinolin-3-amine ClC1=NN(C=C1C1=NC=CC(=N1)NC=1N=CC2=C(C=CC(=C2C1)C(C)C)N1[C@@H]([C@H](C1)CS(=O)(=O)C)C)COCC[Si](C)(C)C